(2-chloro-3-(4-(2-((1-(methylsulfonyl)piperidin-4-yl)amino)-5-(trifluoromethyl)pyrimidin-4-yl)-1H-imidazol-1-yl)phenyl)(cyclopropyl)methanol ClC1=C(C=CC=C1N1C=NC(=C1)C1=NC(=NC=C1C(F)(F)F)NC1CCN(CC1)S(=O)(=O)C)C(O)C1CC1